(R)-5-(benzyloxy)-2-methyl-N-((tetrahydrofuran-2-yl)methyl)benzofuran-3-carboxamide ethyl-(2E,7aS)-2-ethylidene-5-oxotetrahydro-1H-pyrrolizine-7a(5H)-carboxylate C(C)OC(=O)[C@]12CCC(N2C/C(/C1)=C/C)=O.C(C1=CC=CC=C1)OC=1C=CC2=C(C(=C(O2)C)C(=O)NC[C@@H]2OCCC2)C1